4-(2,2,6,6-tetramethyl-1,2,3,6-tetrahydropyridin-4-yl)-5-(trifluoromethyl)pyrimidin-2-amine CC1(NC(C=C(C1)C1=NC(=NC=C1C(F)(F)F)N)(C)C)C